C(C)(C)(C)OC(=O)N1CCC(CC1)C=1C=NN(C1)C=1C=C2C(N(CC2=C(C1)F)C(C(=O)OCC)C1=C2N(C=N1)CCC2)=O 4-[1-[2-[1-(6,7-dihydro-5H-pyrrolo[1,2-c]imidazol-1-yl)-2-ethoxy-2-oxo-ethyl]-7-fluoro-3-oxo-isoindol-5-yl]pyrazol-4-yl]piperidine-1-carboxylic acid tert-butyl ester